C1(CCCCC1)C[C@H](C(=O)N1CC([C@@](CC1)(O)CN1C=C(C(=CC1=O)C1=C(C=CC=C1)F)C(=O)N(C)C)(C)C)C 1-(((R)-1-((R)-3-cyclohexyl-2-methylpropanoyl)-4-hydroxy-3,3-dimethylpiperidin-4-yl)methyl)-4-(2-fluorophenyl)-N,N-dimethyl-6-oxo-1,6-dihydropyridine-3-carboxamide